C(C)(C)(C)OC(=O)N(CCC1=NC(=CC=C1[N+](=O)[O-])OC)CC1=C(C=CC(=C1)OC(F)(F)F)NC1=C(C(=O)OC)C=C(C(=C1)F)F methyl 2-((2-(((tert-butoxycarbonyl) (2-(6-methoxy-3-nitropyridin-2-yl) ethyl)-amino) methyl)-4-(trifluoromethoxy) phenyl) amino)-4,5-difluoro-benzoate